3-chloro-N-isobutyl-10-(methanesulfonamido)-7,8,9,10-tetrahydrobenzo[h]isoquinoline-5-sulfonamide ClC=1N=CC=2C3=C(C=C(C2C1)S(=O)(=O)NCC(C)C)CCCC3NS(=O)(=O)C